N-(3-amino-2,4-difluorophenyl)-N-(4-methoxybenzyl)propane-1-sulfonamide NC=1C(=C(C=CC1F)N(S(=O)(=O)CCC)CC1=CC=C(C=C1)OC)F